FC(C(=O)NC=1C=C2COC(C2=CC1)=O)(F)F 2,2,2-trifluoro-N-(1-oxo-1,3-dihydroisobenzofuran-5-yl)acetamide